FC1=NC=CC=C1C1=CC=2C(=NC=CC2C=2C=C3C(=NNC3=CC2)N)N1 5-(2-(2-Fluoropyridin-3-yl)-1H-pyrrolo[2,3-b]pyridin-4-yl)-1H-indazol-3-amine